2-(4-Amino-1-tert-butyl-pyrazolo[3,4-d]pyrimidin-3-yl)-N-(1-methylpyrazol-3-yl)-1H-indole-6-carboxamide NC1=C2C(=NC=N1)N(N=C2C=2NC1=CC(=CC=C1C2)C(=O)NC2=NN(C=C2)C)C(C)(C)C